C(C)(C(C)(C)C)C1=CC=C(C=C1)C (4-pinacolylphenyl)methane